((6S,8aS)-3,3-difluorohexahydro-1H-pyrrolo[2,1-c][1,4]oxazin-6-yl)methanol FC1(CN2[C@H](CO1)CC[C@H]2CO)F